FC1=CC=C(C=C1)[C@@H]1CC[C@H]2OC3(C(N21)=O)CC(C3)O (1s,3S,5'S,7a'R)-5'-(4-fluorophenyl)-3-hydroxytetrahydro-3'H-spiro[cyclobutane-1,2'-pyrrolo[2,1-b]oxazol]-3'-one